2-morpholinobenzo[h]quinolin-4(1H)-one O1CCN(CC1)C=1NC2=C3C(=CC=C2C(C1)=O)C=CC=C3